ClC=1N=C(C2=C(N1)C(=C(N=C2)Cl)F)N2C[C@@H]1C[C@@H]([C@H](C2)N1C(=O)OC(C)(C)C)O[Si](CC)(CC)CC tert-butyl (1S,5S,6S)-3-(2,7-dichloro-8-fluoro-pyrido[4,3-d]pyrimidin-4-yl)-6-triethylsilyloxy-3,8-diazabicyclo[3.2.1]octane-8-carboxylate